ClC1=C(C=C(C2=CN(N=C12)C(C(=O)OCC)C1=C2N(C=N1)CCC2)C)C2=CC=C(C=C2)[C@H]2[C@@H](CN(CC2)CC)F ethyl 2-(7-chloro-6-(4-((3S,4S)-1-ethyl-3-fluoropiperidin-4-yl)phenyl)-4-methyl-2H-indazol-2-yl)-2-(6,7-dihydro-5H-pyrrolo[1,2-c]imidazol-1-yl)acetate